4-tert-butyl-2-(2-(4-tert-butyl-1-isopropyl-1H-imidazol-2-yl)disulfanyl)-1-isopropyl-1H-imidazole C(C)(C)(C)C=1N=C(N(C1)C(C)C)SSC=1N(C=C(N1)C(C)(C)C)C(C)C